CC1C(SCC1)=O dihydro-methyl-2-oxothiophene